tert-butyl (3S)-3-(4-bromoanilino)pyrrolidine-1-carboxylate BrC1=CC=C(N[C@@H]2CN(CC2)C(=O)OC(C)(C)C)C=C1